N1=CC(=CC=C1)C(C(=O)O)CC 2-(pyridin-3-yl)butanoic acid